CC=1C=C2C(=CC=C(C2=CC1)C=O)C(C)C 6-methyl-4-propan-2-ylnaphthalene-1-carbaldehyde